2-(2-aminoethyl)-3-bromo-5-(2,3-dichlorophenyl)pyrazine-2,6-diamine NCCC1(NC(=C(N=C1Br)C1=C(C(=CC=C1)Cl)Cl)N)N